5-(4-((5-(trifluoromethyl)pyrimidin-2-yl)ethynyl)phenoxy)-1H-1,2,3-triazole-4-carboxylic acid FC(C=1C=NC(=NC1)C#CC1=CC=C(OC2=C(N=NN2)C(=O)O)C=C1)(F)F